O=C1OC[C@H](N1C(=O)[C@@H]1CN(CC12CN(C2)C(=O)OC(C)(C)C)C(=O)OCC=C)C2=CC=CC=C2 6-allyl 2-(tert-butyl) (S)-8-((R)-2-oxo-4-phenyloxazolidine-3-carbonyl)-2,6-diazaspiro[3.4]octane-2,6-dicarboxylate